p-hydroxybenzenepropionic acid methyl ester COC(CCC1=CC=C(C=C1)O)=O